2-[((2-fluoro-4-iodophenyl)amino)thieno[2,3-b]pyridin-3-yl]-[(3S)-3-hydroxypyrrolidin-1-yl]-methanone FC1=C(C=CC(=C1)I)NC1=C(C=2C(=NC=CC2)S1)C1N(CC[C@@H]1O)C=O